6'-fluoro-N-(4-fluoro-3-((2-methoxyethyl)amino)benzyl)-1'-methyl-4'-oxo-3',4'-dihydro-1'h-spiro[piperidine-4,2'-quinoline]-1-carboxamide FC=1C=C2C(CC3(N(C2=CC1)C)CCN(CC3)C(=O)NCC3=CC(=C(C=C3)F)NCCOC)=O